NC1=C2C(=NC=N1)N(N=C2C2=CC=C(C=C2)OC2=CC=CC=C2)[C@@H]2[C@@H](CN(CC2)CC=2C=C1CN(C(C1=C(C2)F)=O)C2C(NC(CC2)=O)=O)F 3-(5-(((3R,4S)-4-(4-amino-3-(4-phenoxyphenyl)-1H-pyrazolo[3,4-d]pyrimidin-1-yl)-3-fluoropiperidin-1-yl)methyl)-7-fluoro-1-oxoisoindolin-2-yl)piperidine-2,6-dione